(E)-3-(5-(benzylthio)-2-nitrophenyl)acrylate C(C1=CC=CC=C1)SC=1C=CC(=C(C1)/C=C/C(=O)[O-])[N+](=O)[O-]